C(CCCCCCCCCCCCCCCC)C(CCCCCCCCCCCCCCCCC)NCC(=O)N N-(1-heptadecyloctadecyl)glycyl-amine